Ethyl-1-(8-bromo-2-carbonyl-1,2-dihydrobenzo[cd]indol-6-yl)-5-(trifluoromethyl)-1H-pyrazole C(C)C1=NN(C(=C1)C(F)(F)F)C=1C=2C3=C(C(NC3=C(C1)Br)=C=O)C=CC2